ClC1=CC(=C(C=C1)C1=NOC(=C1C1=NC=CC=C1CO)C1=C(C=C(C=C1)F)F)F [3-(4-chloro-2-fluorophenyl)-5-(2,4-difluorophenyl)-4-isoxazolyl]-3-pyridine-methanol